3-(((7-(2-fluoropyridin-4-yl)-2,3-dihydrofuro[3,2-c]pyridin-4-yl)amino)methyl)-N-(5-methyl-4,5,6,7-tetrahydrothiazolo[5,4-c]pyridin-2-yl)benzamide FC1=NC=CC(=C1)C=1C2=C(C(=NC1)NCC=1C=C(C(=O)NC=3SC=4CN(CCC4N3)C)C=CC1)CCO2